FC1=CC=C(C=C1)C12CC(C1)(C2)C(CC(NC2CNCC2)=O)NC(C2=CN=CC=C2)=O N-(1-(3-(4-fluorophenyl)bicyclo[1.1.1]pentan-1-yl)-3-oxo-3-(pyrrolidin-3-ylamino)propyl)nicotinamide